sodium 5-(5-{[cis-3-(4-chlorophenyl)cyclobutyl]oxy} pyrazin-2-yl)isoxazol-3-olate ClC1=CC=C(C=C1)[C@H]1C[C@H](C1)OC=1N=CC(=NC1)C1=CC(=NO1)[O-].[Na+]